3,6-dichloro-4-ethoxy-pyridazine ClC=1N=NC(=CC1OCC)Cl